The molecule is a spirocyclic sesquiterpenoid that is isolated from the red alga Laurencia glandulifera. It has a role as an algal metabolite. It is a sesquiterpenoid, a methyl ketone, a spiro compound, an organobromine compound and an olefinic compound. CC1=CC[C@H](C([C@]12CC[C@H](C2)C(=O)C)(C)C)Br